C(C)(C)C1=C(C=C(C(=O)NC2=CC(=CC(=C2)C(F)(F)F)CN2CCN(CC2)C)C=C1)CNC=1C=NC=2N(C1)N=CC2 4-isopropyl-N-(3-((4-methylpiperazin-1-yl)methyl)-5-(trifluoromethyl)phenyl)-3-((pyrazolo[1,5-a]Pyrimidin-6-ylamino)methyl)benzamide